CN(C(C(=C)C)=O)C1=CC=C(C=C1)C(=O)OCC N-methyl-N-(p-ethoxyformylphenyl)methacrylamide